C1N(CC12CCOCC2)C(=O)C2=NN1C([C@@H](N=C(C3=C1C=CC(=C3Cl)Cl)C3=NC=CC=C3F)C)=N2 7-oxa-2-azaspiro[3.5]nonan-2-yl-[(4S)-7,8-dichloro-6-(3-fluoro-2-pyridyl)-4-methyl-4H-[1,2,4]triazolo[1,5-a][1,4]benzodiazepin-2-yl]methanone